ClC1=CC=C(C=C1)C(CCO)C 3-(4-chlorophenyl)butan-1-ol